C(CC)(=O)OC1C2C3CC=CC3C(C1)C2 tricyclo[5.2.1.0(2,6)]dec-3-en-8-yl propionate